(R)-3,6-dichloro-4-(2-methylpiperazin-1-yl)pyridazine ClC=1N=NC(=CC1N1[C@@H](CNCC1)C)Cl